1-(3-(4-(methylthio)pyrimidin-2-yl)imidazo[1,2-a]pyrazin-6-yl)ethan-1-one CSC1=NC(=NC=C1)C1=CN=C2N1C=C(N=C2)C(C)=O